methyl 5-((3-bromo-7-hydroxy-5-((methoxycarbonyl)amino)-1H-pyrazolo[4,3-d]pyrimidin-1-yl)methyl)-6-methoxynicotinate BrC1=NN(C2=C1N=C(N=C2O)NC(=O)OC)CC=2C(=NC=C(C(=O)OC)C2)OC